3-(beta-chlorophenethyl)-2-iminothiazolidine hydrochloride Cl.ClC(CN1C(SCC1)=N)C1=CC=CC=C1